(2-isopropoxycyclohexane-1-yl)methylamine C(C)(C)OC1C(CCCC1)CN